CN1N=CC(=C1C)B1OC(C(O1)(C)C)(C)C 1,5-dimethyl-4-(4,4,5,5-tetramethyl-1,3,2-Dioxaborol-2-yl)pyrazole